ethylene-trifluoroethylene chloride C(CC(C(F)Cl)(F)F)Cl